3-({[(4S)-7-[(2-methylphenyl)thio]-3,4-dihydro-2H-1-benzopyran-4-yl]methyl}amino)pyridine-4-carboxylic acid CC1=C(C=CC=C1)SC1=CC2=C([C@H](CCO2)CNC=2C=NC=CC2C(=O)O)C=C1